C(C)(=O)N(C=1C(=NC(=CC1)Cl)C(=O)OCC)C ethyl 3-[acetyl(methyl)amino]-6-chloro-pyridine-2-carboxylate